15-carboxyheptadecane C(=O)(O)C(CCCCCCCCCCCCCC)CC